5-[7-(difluoromethyl)-6-(1-methylpyrazol-4-yl)-3,4-dihydro-2H-quinolin-1-yl]-3-methyl-1,3-benzothiazol-2-one FC(C1=C(C=C2CCCN(C2=C1)C=1C=CC2=C(N(C(S2)=O)C)C1)C=1C=NN(C1)C)F